O=S.[Hf] hafnium oxysulfide